Ethyl-2-((6aR,10aR)-6a,7,10,10a-tetrahydro-1-hydroxy-6,6,9-trimethyl-6H-benzo[c]chromen-3-yl)-2-methylpropanoate C(C)OC(C(C)(C)C1=CC(=C2[C@H]3[C@H](C(OC2=C1)(C)C)CC=C(C3)C)O)=O